SCC(C(C)S)C 1,3-dimercapto-2-methylbutane